3-(3,4-difluoro-2-methoxy-phenoxy)-N-(3-methylsulfonylphenyl)-6-(trifluoromethyl)pyrazine-2-carboxamide FC=1C(=C(OC=2C(=NC(=CN2)C(F)(F)F)C(=O)NC2=CC(=CC=C2)S(=O)(=O)C)C=CC1F)OC